(E)-4-Cyclopropoxy-6-(6-(2-(5-cyclopropyl-3-(4-(trifluoromethyl)pyridin-3-yl)isoxazol-4-yl)vinyl)-2-azaspiro[3.3]heptan-2-yl)chinolin C1(CC1)OC1=CC=NC2=CC=C(C=C12)N1CC2(C1)CC(C2)\C=C\C=2C(=NOC2C2CC2)C=2C=NC=CC2C(F)(F)F